CNC1=CC=C(C=C1)C1=NN2C(N=CC=C2)=C1C(=O)N[C@@H]1C(NC2=C(C(=N1)C1=CC=CC=C1)C=CC=C2)=O 2-[4-(Methylamino)phenyl]-N-[(3S)-2-oxo-5-phenyl-1,3-dihydro-1,4-benzodiazepin-3-yl]pyrazolo[1,5-a]pyrimidine-3-carboxamide